cyclobutyl(5-phenyl-4,5-dihydro-1H-pyrazol-1-yl)methanone C1(CCC1)C(=O)N1N=CCC1C1=CC=CC=C1